2-methyloctadecanoic acid CC(C(=O)O)CCCCCCCCCCCCCCCC